(R)-2-ethyl-2-methyl-2,3,4,5-tetrahydropyrido[2,3-f][1,4]oxazepin-7-ol, dihydrochloride Cl.Cl.C(C)[C@]1(OC2=C(CNC1)N=C(C=C2)O)C